C=1CCC=C2C1C(=CC=C2)C2=COC=CO2 6-(2,3-dihydrobenzo[b]phenyl)[1,4]Dioxin